2-chloro-4-(3-fluorophenoxy)-6-(trifluoromethyl)pyrimidine ClC1=NC(=CC(=N1)OC1=CC(=CC=C1)F)C(F)(F)F